N1(N=CC=C1)C=1C=C(CN(C=2OC=C(N2)CCN2CCOCC2)CC2=CC(=CC=C2)OC)C=CC1 N-(3-(1H-pyrazol-1-yl)benzyl)-N-(3-methoxybenzyl)-4-(2-morpholinoethyl)oxazol-2-amine